N-hydroxy-4-((2-methoxy-5-(methyl-(2-methyl-4-quinazolinyl)amino)phenoxy)methyl)benzamide ONC(C1=CC=C(C=C1)COC1=C(C=CC(=C1)N(C1=NC(=NC2=CC=CC=C12)C)C)OC)=O